FC1([C@@H](CN(CC1)C1=C(C(=O)NC2=CC(=NC=C2)S(N)(=O)=O)C=C(C=N1)C(F)(F)F)C)F (R)-2-(4,4-difluoro-3-methylpiperidin-1-yl)-N-(2-sulfamoylpyridin-4-yl)-5-(trifluoromethyl)nicotinamide